C1(CC1)C1=NN2C(OCCC2)=C1C(=O)OCC Ethyl 2-cyclopropyl-6,7-dihydro-5H-pyrazolo[5,1-b][1,3]oxazine-3-carboxylate